tert-butyl 2-(1-(((R)-1-(2-fluoro-3-(trifluoromethyl)phenyl)ethyl)amino)-4-methylpyrido[3,4-d]pyridazin-7-yl)-2,6-diazabicyclo[3.2.0]heptane-6-carboxylate FC1=C(C=CC=C1C(F)(F)F)[C@@H](C)NC1=C2C(=C(N=N1)C)C=NC(=C2)N2C1CN(C1CC2)C(=O)OC(C)(C)C